BrC=1C=C(C=CC1)C1(COC1)CN1N=C(N=C1)C 1-((3-(3-bromophenyl)oxetan-3-yl)methyl)-3-methyl-1H-1,2,4-triazole